N-methyl-2H-pyrazole CN1NCC=C1